4-(9-(5-methoxy-2-methyl-4-nitrophenyl)-3,9-diazaspiro[5.5]undecan-3-yl)piperidine-1-carboxylic acid tert-butyl ester C(C)(C)(C)OC(=O)N1CCC(CC1)N1CCC2(CC1)CCN(CC2)C2=C(C=C(C(=C2)OC)[N+](=O)[O-])C